[Gd].COCC(C)OC 1,2-dimethoxypropane gadolinium